3-Amino-2-(trifluoromethyl)benzenethiol NC=1C(=C(C=CC1)S)C(F)(F)F